4-[[5-(4-chlorophenoxy)-4-methyl-3-pyridinyl]oxy]-3-fluoro-N-(methylsulfaniosulfonyl)pyridin-2-amine ClC1=CC=C(OC=2C(=C(C=NC2)OC2=C(C(=NC=C2)NS(=O)(=O)[SH+]C)F)C)C=C1